2'-((5-chloro-2-((2-methoxy-4-(4-(4-methylpiperazin-1-yl)piperidin-1-yl)phenyl)amino)pyrimidin-4-yl)amino)-2-hydroxy-[1,1'-biphenyl]-3-carbaldehyde ClC=1C(=NC(=NC1)NC1=C(C=C(C=C1)N1CCC(CC1)N1CCN(CC1)C)OC)NC1=C(C=CC=C1)C1=C(C(=CC=C1)C=O)O